(5R)-2-{[4-(difluoromethoxy)phenyl]acetyl}-9,9-dimethyl-8-oxo-2-azaspiro[4.5]dec-6-ene-7-carbonitrile FC(OC1=CC=C(C=C1)CC(=O)N1C[C@]2(CC1)C=C(C(C(C2)(C)C)=O)C#N)F